C(C1=CC=CC=C1)OC(=O)N(C1[C@@H]2CC[C@H](C1)N2C(=O)OC(C)(C)C)CCCOC tert-butyl (1S,4R)-2-(((benzyloxy) carbonyl) (3-methoxy propyl) amino)-7-azabicyclo[2.2.1]heptane-7-carboxylate